CN(CCO)CCCCCCCCCCCCCCCCCCCCCCCCCCCC N-methyl-N-(2-hydroxyethyl)octacosylamine